FC1(CN(CC1)C=1N=C(C2=C(N1)C=CO2)NC=2N=CN(C2)C2=CC(=C(C(=C2)OC)OC)OC)F 2-(3,3-difluoropyrrolidin-1-yl)-N-(1-(3,4,5-trimethoxyphenyl)-1H-imidazol-4-yl)furo[3,2-d]pyrimidin-4-amine